8-(6-(1-methylcyclopropyl)pyridin-3-yl)-6-oxo-3,4-dihydro-2H,6H-pyrimido[2,1-b][1,3]thiazine-7-carbonitrile CC1(CC1)C1=CC=C(C=N1)C=1N=C2SCCCN2C(C1C#N)=O